5-bromo-benzothiophene-2-carboxylic acid BrC=1C=CC2=C(C=C(S2)C(=O)O)C1